[C@H]12CC(C[C@H](CCC1)N2)N(C2=CC=C(N=N2)C2=C(C=C(C=C2)/C(=C/C(=O)N(C)C)/C)O)C (E)-3-(4-(6-(((1R,3s,5S)-9-azabicyclo[3.3.1]nonan-3-yl)(methyl)amino)pyridazin-3-yl)-3-hydroxyphenyl)-N,N-dimethylbut-2-enamide